OC1CCN(CC1)C1=C(C=C2C(=N1)N=C(O2)N2CCOCC2)C(=O)NC=2C(=NC=CC2)OC 5-(4-Hydroxypiperidin-1-yl)-N-(2-methoxypyridin-3-yl)-2-morpholinooxazolo[4,5-b]pyridine-6-carboxamide